1-((5-(5-(difluoromethyl)-1,3,4-oxadiazol-2-yl)pyridin-2-yl)methyl)-5-(2,4-difluorophenyl)-6-fluoro-3-(1-methylpiperidin-4-yl)-1,3-dihydro-2H-benzo[d]imidazol-2-one FC(C1=NN=C(O1)C=1C=CC(=NC1)CN1C(N(C2=C1C=C(C(=C2)C2=C(C=C(C=C2)F)F)F)C2CCN(CC2)C)=O)F